C(CCCCCCCC)OC(C=C)=O n-Nonylacrylat